C1(CCCCC1)CN1C(CN(CC1)C(=O)[C@@H]1CN(CC12CN(C2)C(=O)[C@@H]2C(C2)(C)C)C(=O)C2=CN=CS2)CC(=O)O 2-(1-(cyclohexylmethyl)-4-((S)-2-((S)-2,2-dimethylcyclopropane-1-carbonyl)-6-(thiazole-5-carbonyl)-2,6-diazaspiro[3.4]octane-8-carbonyl)piperazin-2-yl)acetic acid